NC=1C(=C(C(=C(C(=O)Cl)C1I)I)C(=O)Cl)I amino-2,4,6-triiodo-isophthaloyl chloride